Cl.N1C(=CC=C1)C(=O)N pyrrole-2-carboxamide hydrochloride